FC1=CC=C(CC2=NC=CC3=C2C2(N(C3=O)CC3=CC=C(C=C3)OC)C(NCC2)=O)C=C1 (4-fluorobenzyl)-2'-(4-methoxybenzyl)spiro[pyrrolidine-3,3'-pyrrolo[3,4-c]pyridine]-1',2(2'H)-dione